C1(CC1)C1=C(NC2=CC(=CC=C12)C=1C=NC(=CC1)N1CCNCC1)C1=CC(=NC(=C1)C)C 3-cyclopropyl-2-(2,6-dimethylpyridin-4-yl)-6-(6-(piperazin-1-yl)pyridin-3-yl)-1H-indole